2,2,2-Trifluoro-N-((1R,4r)-4-(2-(((R)-2-(3-fluorophenyl)-2-hydroxyethyl)-amino)-2-methylpropyl)cyclohexyl)acetamide hydrochloride Cl.FC(C(=O)NC1CCC(CC1)CC(C)(C)NC[C@H](O)C1=CC(=CC=C1)F)(F)F